benzyl-(4-hydroxyphenyl)-methyl-sulfonium hexafluoroantimonate F[Sb-](F)(F)(F)(F)F.C(C1=CC=CC=C1)[S+](C)C1=CC=C(C=C1)O